C(C)(C)(C)OC(=O)N[C@@H](C(C)C)C(=O)O N-(t-butoxycarbonyl)-L-valine